NC1=C(C(=NN1[C@@H]1CN([C@H](C1)COC)C(C=C)=O)C#CC1=CC2=C(N(C(=N2)C)C2CC2)C=C1F)C(=O)N 5-amino-3-[2-(1-cyclopropyl-6-fluoro-2-methyl-1,3-benzodiazol-5-yl)ethynyl]-1-[(3S,5R)-5-(methoxymethyl)-1-(prop-2-enoyl)pyrrolidin-3-yl]pyrazole-4-carboxamide